FC(OC=1C=CC(=NC1)CO)(F)F (5-(trifluoromethoxy)pyridin-2-yl)methanol